ClC1=CC=NC=2C3CCC(C12)C3 4-chloro-5,6,7,8-tetrahydro-5,8-methanoquinoline